ClC1=C2C=CN(C2=C(C=C1)F)C(C(=O)O)C 2-(4-chloro-7-fluoro-1H-indol-1-yl)propanoic acid